dicyclohexylammonium (S)-3-((tert-butoxycarbonyl)amino)-2-(4-(((2,4-dimethylbenzoyl)oxy)methyl)phenyl)propanoate C(C)(C)(C)OC(=O)NC[C@@H](C(=O)[O-])C1=CC=C(C=C1)COC(C1=C(C=C(C=C1)C)C)=O.C1(CCCCC1)[NH2+]C1CCCCC1